FC=1C=NN(C1)C1=CC=C(C=N1)[C@H](C)NC(=O)C1(CCC(CC1)C1=NC(=CC(=N1)C)NC1=NNC(=C1)C)OC (cis)-N-((S)-1-(6-(4-fluoro-1H-pyrazol-1-yl)pyridin-3-yl)ethyl)-1-methoxy-4-{4-methyl-6-{5-methyl-1H-pyrazol-3-ylamino}pyrimidin-2-yl}cyclohexanecarboxamide